2-(1-cyclopropyl-2-hydroxy-2-methylpropyl)-4-fluoro-7-(4-(5-methyl-1,3,4-oxadiazol-2-yl)phenyl)isoindolin-1-one C1(CC1)C(C(C)(C)O)N1C(C2=C(C=CC(=C2C1)F)C1=CC=C(C=C1)C=1OC(=NN1)C)=O